5,6,7-trichloro-1,2,3,4-tetrahydroquinoline ClC1=C2CCCNC2=CC(=C1Cl)Cl